ClCOC1=C(C(=O)O)C=CC=C1 chloromethyloxybenzoic acid